Cl.Cl.CC1CN(CC1)CCSC=1NC2=CC=CC=C2CN1 2-((2-(3-methylpyrrolidin-1-yl)ethyl)thio)-1,4-dihydroquinazoline dihydrochloride